N-(7-(3-fluorophenyl)-2-(4-fluorophenyl)thieno[3,2-d]pyrimidin-4-yl)-5-nitrothiophene-2-carboxamide FC=1C=C(C=CC1)C1=CSC2=C1N=C(N=C2NC(=O)C=2SC(=CC2)[N+](=O)[O-])C2=CC=C(C=C2)F